tert-butyl-4-hydroxy-2,4,5-trimethylpiperidine-1-carboxylate C(C)(C)(C)OC(=O)N1C(CC(C(C1)C)(C)O)C